ClC1=CC=C(C=C1)C=1C=C(C(N(N1)C1=CC(=CC=C1)F)=O)C(=O)NC(CO)C 6-(4-chlorophenyl)-2-(3-fluorophenyl)-N-(1-hydroxypropan-2-yl)-3-oxo-2,3-dihydropyridazine-4-carboxamide